1,5-diaza-pentadiene N=CC=CN